O[C@]1([C@@H](CCC1)N1C(C=CC2=CN=C(C=C12)NC1CCN(CC1)S(=O)(=O)C)=O)C 1-((1R,2R)-2-hydroxy-2-methylcyclopentyl)-7-((1-(methylsulfonyl)piperidin-4-yl)amino)-1,6-Naphthyridine-2(1H)-one